benzyl 6-[(2R,3S,4R,5S)-5-acetamido-3,4-dihydroxy-2-propyl-1-piperidinyl]-6-oxo-hexanoate C(C)(=O)N[C@@H]1[C@H]([C@H]([C@H](N(C1)C(CCCCC(=O)OCC1=CC=CC=C1)=O)CCC)O)O